NC1=NC(N(C2=CC(=CC(=C12)N1C=NN=C1)Cl)C1=CC=CC=C1)=O 4-amino-7-chloro-1-phenyl-5-(4H-1,2,4-triazol-4-yl)quinazolin-2(1H)-one